2-(3,3-dimethyl-1-(p-tolyl)butyl)pyridine CC(CC(C1=CC=C(C=C1)C)C1=NC=CC=C1)(C)C